(5Z)-2-[[(3R,4R)-4-Hydroxytetrahydropyran-3-yl]amino]-3-methyl-5-[(3-methylbenzimidazol-5-yl)methylene]imidazol-4-one O[C@H]1[C@@H](COCC1)NC1=N\C(\C(N1C)=O)=C/C1=CC2=C(N=CN2C)C=C1